C(#N)C1=CC=C(OC2=CC(N(S2(=O)=O)C(C(=O)O)CCCC)=O)C=C1 (5-(4-cyanophenoxy)-1,1-dioxido-3-oxoisothiazol-2(3H)-yl)hexanoic acid